N=1C(=NN2C1C=CC=C2)NC(=O)[C@@H]2CN(CC2)C#N (S)-N-([1,2,4]triazolo[1,5-a]pyridin-2-yl)-1-cyanopyrrolidine-3-carboxamide